C(#N)C=1C(=C(C(=O)NC2=C(C=C3C=NN(C3=C2)C=2C=NN(C2)C)C)C=CC1)C(=C)C 3-Cyano-N-(5-methyl-1-(1-methyl-1H-pyrazol-4-yl)-1H-indazol-6-yl)-2-(prop-1-en-2-yl)benzamide